C(#N)C1=CC(=NC=C1)N1CC2(CC(C2)(F)F)C2=C1N=CN=C2N2C[C@H](N(C[C@@H]2C)C(=O)OC(C)(C)C)C tert-butyl (2R,5S)-4-[7-(4-cyano-2-pyridinyl)-1',1'-difluorospiro[6H-pyrrolo[2,3-d]pyrimidine-5,3'-cyclobutane]-4-yl]-2,5-dimethylpiperazine-1-carboxylate